ClC1=C(C(=CC=C1)F)C1=NOC(=C1CO[C@H]1[C@@H]2CN([C@H](C1)C2)C2=CC=C(C(=O)O)C=C2)C2CC2 4-[(1S,4S,5R)-5-[[3-(2-chloro-6-fluorophenyl)-5-cyclopropyl-1,2-oxazol-4-yl]methoxy]-2-azabicyclo[2.2.1]heptan-2-yl]benzoic acid